O([Si](C)(C)C(C)(C)C)CCO 2-(t-Butyldimethylsiloxy)ethanol